CC1=CC(=CC1)CCC methyl-3-propylcyclopent-1,3-diene